C(#N)CC=1C2=C(SC1I)C(=CC=C2)NC2C(CN(CC2)C(=O)OC(C)(C)C)F tert-butyl 4-((3-(cyanomethyl)-2-iodobenzo[b]thiophen-7-yl) amino)-3-fluoropiperidine-1-carboxylate